2-(5-chloro-2-nitro-phenyl)-2-(2,2-dimethylchroman-6-yl)-N-(2-hydroxy-1-phenyl-ethyl)propionamide ClC=1C=CC(=C(C1)C(C(=O)NC(CO)C1=CC=CC=C1)(C)C=1C=C2CCC(OC2=CC1)(C)C)[N+](=O)[O-]